2-[METHYL(PYRIDIN-4-YLMETHYL)AMINO]ACETALDEHYDE CN(CC=O)CC1=CC=NC=C1